ClC=1C=C(C=CC1O)C1=CC2=C(N=C(N=C2)NC2=CC=C(C=C2)OCCN(CC)CC)N(C1=O)C 6-(3-Chloro-4-hydroxyphenyl)-2-((4-(2-(diethylamino)ethoxy)phenyl)amino)-8-methylpyrido[2,3-d]pyrimidin-7(8H)-one